BrC1=CC2=CN(N=C2C=C1OC)C 5-bromo-6-methoxy-2-methylindazole